(4S)-4-ethyl-8-fluoro-4-hydroxy-11-(morpholin-2-ylmethyl)-1,12-dihydro-14H-pyrano[3',4':6,7]indolizino[2,1-b]quinoline-3,6,14(4H,11H)-trione C(C)[C@]1(C(OCC=2C(N3CC=4N(C5=CC=C(C=C5C(C4C3=CC21)=O)F)CC2CNCCO2)=O)=O)O